C(C)C(CNC1=NC=NC=N1)CCCC 6-(2-ethylhexylamino)-s-triazine